(S)-N-(4-AMINO-3,4-DIOXO-1-PHENYLBUTAN-2-YL)-5-CHLORO-2-PHENYLTHIOPHENE-3-CARBOXAMIDE NC(C([C@H](CC1=CC=CC=C1)NC(=O)C1=C(SC(=C1)Cl)C1=CC=CC=C1)=O)=O